(R)-N-(1-(hydroxyamino)-4-methyl-1-oxopentan-2-yl)-3-phenoxybenzamide ONC([C@@H](CC(C)C)NC(C1=CC(=CC=C1)OC1=CC=CC=C1)=O)=O